1-bromo-3-(bromomethyl)-5-methyl-benzene BrC1=CC(=CC(=C1)C)CBr